C(C)(C)(C)OC(=O)N1CCC(CC1)C1=CC=2N=NC(=CC2N1)C1=C(C=CC=C1)O 4-[3-(2-hydroxyphenyl)-5H-pyrrolo[3,2-c]pyridazin-6-yl]piperidine-1-carboxylic acid tert-butyl ester